tert-Butyl 2-(3-cyano-5-(4,4,5,5-tetramethyl-1,3,2-dioxaborolan-2-yl)pyridin-2-yl)-2,5-diazaspiro[3.4]octane-5-carboxylate C(#N)C=1C(=NC=C(C1)B1OC(C(O1)(C)C)(C)C)N1CC2(C1)N(CCC2)C(=O)OC(C)(C)C